Ethyl 2-(2-{[2-(1H-1,3-benzodiazol-2-yl) ethyl] [(tert-butoxy) carbonyl] amino} ethyl)-1,3-thiazole-4-carboxylate N1C(=NC2=C1C=CC=C2)CCN(CCC=2SC=C(N2)C(=O)OCC)C(=O)OC(C)(C)C